7-{8-cyclopropyl-1H,2H,3H-pyrido[2,3-b][1,4]oxazin-7-yl}-N-[4-(methanesulfonylmethyl)phenyl]-5H,6H,7H,8H-pyrido[3,4-d]pyrimidin-2-amine C1(CC1)C1=C(C=NC=2OCCNC21)N2CC=1N=C(N=CC1CC2)NC2=CC=C(C=C2)CS(=O)(=O)C